C1(CCC(N1)=O)=S THIOSUCCINIMIDE